6-[(azetidin-3-yl)oxy]-N-{(1R)-1-[3-(difluoromethyl)-2-fluorophenyl]ethyl}-2-methylpyrido[3,4-d]pyrimidin-4-amine hydrochloride Cl.N1CC(C1)OC1=CC2=C(N=C(N=C2N[C@H](C)C2=C(C(=CC=C2)C(F)F)F)C)C=N1